(5R)-5-(hydroxymethyl)pyrrolidin-2-one OC[C@H]1CCC(N1)=O